BrC1=C(N(C)C)C=C(C=C1)SCC 2-bromo-5-(ethylsulfanyl)-N,N-dimethylaniline